7-(5-(5-(4-aminobicyclo[2.2.2]octan-1-yl)-1,3,4-thiadiazol-2-yl)-4-((tetrahydro-2H-pyran-4-yl)amino)pyridin-2-yl)pyrrolo[1,2-b]pyridazine-3-carbonitrile, bis-hydrochloride Cl.Cl.NC12CCC(CC1)(CC2)C2=NN=C(S2)C=2C(=CC(=NC2)C2=CC=C1N2N=CC(=C1)C#N)NC1CCOCC1